2-(4-diphenylphosphinylphenyl)-1H-phenanthro[9,10-d]imidazole C1(=CC=CC=C1)P(=O)(C1=CC=C(C=C1)C1=NC2=C(N1)C1=CC=CC=C1C=1C=CC=CC12)C1=CC=CC=C1